COCC(=O)CO The molecule is an O-alkylglycerone that consists of glycerone bearing a single O-methyl substituent. It derives from a dihydroxyacetone and an acetone.